(6-amino-5-(3-hydroxy-2,6-dimethylphenyl)-2,3-dimethyl-5H-pyrrolo[2,3-b]pyrazin-7-yl)(5,6-dihydroimidazo[1,5-a]pyrazin-7(8H)-yl)methanone NC1=C(C=2C(=NC(=C(N2)C)C)N1C1=C(C(=CC=C1C)O)C)C(=O)N1CC=2N(CC1)C=NC2